6-isopropenyl-aniline C(=C)(C)C1=CC=CC=C1N